6-(2,6-difluorophenyl)-4-((6-(methylthio)pyridin-3-yl)amino)pyridazine-3-carboxylate FC1=C(C(=CC=C1)F)C1=CC(=C(N=N1)C(=O)[O-])NC=1C=NC(=CC1)SC